C(C1=CC=CC=C1)OC(=O)N1CCC2(C(CNC2)O)CC1 4-hydroxy-2,8-diazaspiro[4.5]decane-8-carboxylic acid benzyl ester